ClC1=C(C=CC(=C1)C#N)C=1C=CC(=C2C=CC=NC12)C[C@@H](C(=O)O)NC(C1=C(C=C(C=C1F)N1[C@H](COCC1)C(F)(F)F)F)=O (S)-3-(8-(2-chloro-4-cyanophenyl)quinolin-5-yl)-2-(2,6-difluoro-4-((R)-3-(trifluoromethyl)morpholino)benzoylamino)propionic acid